pyridin-5(3H)-one N=1CCCC(C1)=O